3-(5-(4-((methyl(propyl)amino)methyl)pyridin-2-yl)-1-oxoisoindolin-2-yl)piperidine-2,6-dione CN(CCC)CC1=CC(=NC=C1)C=1C=C2CN(C(C2=CC1)=O)C1C(NC(CC1)=O)=O